CN1N=NC(=C1C(=O)OC)C1=NC(=C(C=C1)N(S(=O)(=O)C)C)C methyl 1-methyl-4-(6-methyl-5-(N-methylmethylsulfonamido) pyridin-2-yl)-1H-1,2,3-triazole-5-carboxylate